2-(5-bromothiophen-2-yl)pyridine BrC1=CC=C(S1)C1=NC=CC=C1